(±)-rel-(3S,4S)-5-(difluoromethoxy)-4-((3-(4-(methoxycarbonyl)phenyl)piperidin-4-yl)oxy)-7-methyl-1H-indole-1-carboxylic acid tert-butyl ester C(C)(C)(C)OC(=O)N1C=CC2=C(C(=CC(=C12)C)OC(F)F)O[C@@H]1[C@H](CNCC1)C1=CC=C(C=C1)C(=O)OC |r|